C(C)C1=CC=CC=C1.C(C)C1=CC=CC=C1.[Mo] molybdenum bis(ethyl-benzene)